OC1CC(N(C1)C([C@H](C(C)(C)C)N1N=NC(=C1)C(C)(C1=CC=CC=C1)O)=O)C(=O)NC 4-hydroxy-1-[(2S)-2-[4-(1-hydroxy-1-phenyl-ethyl)triazol-1-yl]-3,3-dimethyl-butyryl]-N-methyl-pyrrolidine-2-carboxamide